C(C)(C)(C)OC(=O)N1CCC2N(CCCC21)C2=C(NC=1N(C2=O)N=C(N1)C=1CCOCC1)CC.C(C)C1=CC=C(C=C1)N=NN 4-ethylphenyl-triazene tert-butyl-4-(2-(3,6-dihydro-2H-pyran-4-yl)-5-ethyl-7-oxo-4,7-dihydro-[1,2,4]triazolo[1,5-a]pyrimidin-6-yl)octahydro-1H-pyrrolo[3,2-b]pyridine-1-carboxylate